C(C)(C)(C)C1(C=C(CCO1)C)C 6-(tert-butyl)-4,6-dimethyl-3,6-dihydro-2H-pyran